C12C(CC(C=C1)C2)C(=O)OCC ethyl bicyclo[2.2.1]-5-heptene-2-formate